CC(CCOC(C(C)C)=O)C.CC(C=O)CCC=C(C)C 2,6-Dimethyl-5-heptenal 3-Methylbutyl-2-methylpropanoate